C(CC1=CC=CC=C1)[Sn](I)(I)I phenethyltin iodide